CN(CCOC1=CC=C(C(=C1C#N)N1CCC(CC1)C1=NN=CN1C)C1=CN=NC(=C1)C)C 6-(2-(dimethylamino)ethoxy)-2-(4-(4-methyl-4H-1,2,4-triazol-3-yl)piperidin-1-yl)-3-(6-methylpyridazin-4-yl)benzonitrile